2-(3,5-dichloro-1-oxo-pyridin-1-ium-4-yl)-1-[7-(difluoromethoxy)-1',1'-dioxo-spiro[1,3-benzodioxol-2,4'-thiolan]-4-yl]ethanone ClC=1C[N+](C=C(C1CC(=O)C1=CC=C(C=2OC3(CCS(C3)(=O)=O)OC21)OC(F)F)Cl)=O